BrC=1C(=CC=2C(=NSN2)C1)C1=CC=C(N(C2=CC=CC=C2)C2=CC=CC=C2)C=C1 4-(6-bromobenzo[c][1,2,5]thiadiazol-5-yl)-N,N-diphenyl-aniline